dopamine zinc [Zn].NCCC1=CC(O)=C(O)C=C1